5-[4-(2-Aminopyridin-4-yl)-3-fluorophenyl]-3,6-dihydro-2H-1,3,4-oxadiazin-2-one NC1=NC=CC(=C1)C1=C(C=C(C=C1)C1=NNC(OC1)=O)F